C(C1=CC=CC=C1)NC(=O)C1=CC=C(C2=C1N=C(O2)N2CC1N(C(C2)C1)C(=O)OC(C)(C)C)C=1SC=CN1 tert-Butyl 3-(4-(benzylcarbamoyl)-7-(thiazol-2-yl)benzo[d]oxazol-2-yl)-3,6-diazabicyclo[3.1.1]heptane-6-carboxylate